O1CC(C1)=CC(C)=O 1-(oxetan-3-ylidene)propan-2-one